4-{[(1R)-1-(4-chlorophenyl)-7-fluoro-1-({1-[hydroxy(2H2)methyl]cyclopropyl}(2H2)methoxy)-5-(2-hydroxypropan-2-yl)-3-oxo-2,3-dihydro-1H-isoindol-2-yl]methyl}benzonitrile ClC1=CC=C(C=C1)[C@@]1(N(C(C2=CC(=CC(=C12)F)C(C)(C)O)=O)CC1=CC=C(C#N)C=C1)OC([2H])([2H])C1(CC1)C([2H])([2H])O